4-(9-cyclopropyl-2-hydrazino-8-(pyridin-4-yl)-9H-purin-6-yl)morpholine C1(CC1)N1C2=NC(=NC(=C2N=C1C1=CC=NC=C1)N1CCOCC1)NN